C(C(=O)O)(=O)O.O1CC(C1)N1CCNCC1.O1CC(C1)N1CCNCC1 1-(oxetan-3-yl)piperazine hemioxalate